sodium methacrylate hydroxypropanesulfonate OC(CC)S(=O)(=O)[O-].C(C(=C)C)(=O)O.[Na+]